COCCNC=1N=CC2=C(N1)N=CC=C2 2-((2-methoxyethyl)amino)pyrido[2,3-d]pyrimidin